ClC=1C=C(C=CC1C)NC1N(C(=NC(=N1)N)N1CCOCC1)C1=CC=C(C=C1)OC N-(3-Chloro-4-methylphenyl)-N1-(4-methoxyphenyl)-6-morpholin-4-yl-[1,3,5]triazine-2,4-diamine